4-chloro-2-(5-fluoro-1-methyl-1H-pyrazol-4-yl)-1-tosyl-1H-pyrrolo[2,3-b]pyridine ClC1=C2C(=NC=C1)N(C(=C2)C=2C=NN(C2F)C)S(=O)(=O)C2=CC=C(C)C=C2